ClC1=C(C=NC(=C1)C(NC)=O)COC1=CC=CC(=N1)C1=CC(=C(CC2=NC3=C(N2[C@@H]2COCC2(C)C)C=C(C=C3F)C(=O)O)C=C1F)F (S)-2-(4-(6-((4-chloro-6-(methylcarbamoyl)pyridin-3-yl)methoxy)pyridin-2-yl)-2,5-difluorobenzyl)-1-(4,4-dimethyltetrahydrofuran-3-yl)-4-fluoro-1H-benzo[d]imidazole-6-carboxylic acid